5-(3-(((S)-1-(1H-1,2,4-triazol-1-yl)propan-2-yl)oxy)-4-chlorophenyl)-N-(3-((2,5,8,11,14,17-hexaoxaicosan-20-yl)oxy)-1-((1r,4r)-4-morpholinocyclohexyl)-1H-pyrazol-4-yl)pyrimidin-2-amine N1(N=CN=C1)C[C@H](C)OC=1C=C(C=CC1Cl)C=1C=NC(=NC1)NC=1C(=NN(C1)C1CCC(CC1)N1CCOCC1)OCCCOCCOCCOCCOCCOCCOC